1-(4-methoxyphenyl)-1,2,3-triazole COC1=CC=C(C=C1)N1N=NC=C1